N1=CC(=CC=C1)C=CC(=O)NC(CNC(C1=NC=CC=C1)=O)CCCCC N-(2-(3-(pyridin-3-yl)acrylamido)heptyl)picolinamide